S1C(=NC2=C1C=CC=C2)C2=C(C=CC(=C2)C)NC(C2=CC=C(C=C2)C(F)(F)F)=O N-(2-(benzo[d]thiazol-2-yl)-4-methylphenyl)-4-(trifluoromethyl)benzamide